Potassium chloropyridine ClC1=NC=CC=C1.[K]